C1=CC=CC=2C3=CC=CC=C3C(C12)COC(=O)N1[C@@H](CC1)C(=O)O (2S)-1-(9H-fluoren-9-ylmethoxycarbonyl)azetidin-2-carboxylic acid